1-((2-(trifluoromethoxy)phenyl)sulfonyl)piperidine-4-carboxylic acid FC(OC1=C(C=CC=C1)S(=O)(=O)N1CCC(CC1)C(=O)O)(F)F